COC1=CC=C(C=C1)C1=COC2=C(C1=O)C=CC(=C2)OCC2=C(C=C(C=C2C)C)C 3-(4-methoxyphenyl)-7-(2,4,6-trimethylbenzyloxy)-4H-benzopyran-4-one